2-(2,3-difluorophenyl)-5-(1H-pyrrolo[2,3-b]pyridin-4-yl)-1-{[2-(trimethylsilyl)ethoxy]methyl}-1H-pyrrole-3-carboxylic acid FC1=C(C=CC=C1F)C=1N(C(=CC1C(=O)O)C1=C2C(=NC=C1)NC=C2)COCC[Si](C)(C)C